CN1N=C2C(=CC(=CC2=C1)C1=CC2=CN(N=C2C(=C1)F)C1CCNCC1)C 5-(2,7-dimethylindazol-5-yl)-7-fluoro-2-(4-piperidyl)indazole